tert-butyl ((8-(4-(trifluoromethyl)phenoxy)quinolin-6-yl)methyl)carbamate FC(C1=CC=C(OC=2C=C(C=C3C=CC=NC23)CNC(OC(C)(C)C)=O)C=C1)(F)F